ClC=1N=C(C2=C(N1)C1=C(O2)C=CC=C1)C1=CC=NC=C1 2-chloro-4-(pyridin-4-yl)benzofuro[3,2-d]Pyrimidine